2,3,4,5-tetrahydro-5-(4'-acetamidobutyl)-1H-pyrido-[4,3-b]indol-1-one C(C)(=O)NCCCCN1C2=C(C=3C=CC=CC13)C(NCC2)=O